methyl 6-chloro-7-methoxy-4-thenyl-3,4-dihydro-2H-1,4-benzoxazine-8-carboxylate ClC=1C(=C(C2=C(N(CCO2)CC2=CC=CS2)C1)C(=O)OC)OC